BrC=1C=C2C(=NC1)N(N=C2C=2C=NN(C2)C)C 5-bromo-1-methyl-3-(1-methyl-1H-pyrazol-4-yl)-1H-pyrazolo[3,4-b]pyridine